4,3'-diaminobenzanilide NC1=CC=C(C(=O)NC2=CC(=CC=C2)N)C=C1